NC(CN1N=C(C(=C1)C)NC=1SC(=CN1)C(=O)NC1=C2C=NNC2=CC=C1C)=O 2-[[1-(2-amino-2-oxo-ethyl)-4-methyl-pyrazol-3-yl]amino]-N-(5-methyl-1H-indazol-4-yl)thiazole-5-carboxamide